ClC=1C=C(C=2N(N1)C=CN2)N2CC(C2)(COC2=NC=C(C=C2)C(F)(F)F)F 6-chloro-8-(3-fluoro-3-(((5-(trifluoromethyl)pyridin-2-yl)oxy)methyl)azetidin-1-yl)imidazo[1,2-b]pyridazine